6-[6-[[(1S,3S)-3-aminocyclopentyl]amino]-3-pyridinyl]-7H-pyrrolo[3,4-b]pyridin-5-one N[C@@H]1C[C@H](CC1)NC1=CC=C(C=N1)N1CC2=NC=CC=C2C1=O